3,4-difluorophenylpropylamine FC=1C=C(C=CC1F)CCCN